{1-[(1R)-1-cyclopropylethyl]-1H-imidazol-4-yl}[(1R,5S,6R)-6-(5,5-dimethyl-4,5-dihydro-1,2-oxazol-3-yl)-3-azabicyclo[3.1.0]hex-3-yl]methanone C1(CC1)[C@@H](C)N1C=NC(=C1)C(=O)N1C[C@H]2C([C@H]2C1)C1=NOC(C1)(C)C